CN1CCNC2=CC3=C(C=C12)C=C(N3)C=O (1-methyl-2,3,4,6-tetrahydro-1H-pyrrolo[2,3-g]quinoxalin-7-yl)methanone